COC=1C=CC2=C(SC=C2)C1 6-methoxybenzo[b]thiophene